CC([C@@H](C(=O)N1[C@@H](C[C@H](C1)O)C(=O)N[C@@H](C)C1=CC=C(C=C1)C1=C(N=CS1)C)NC(COCC1CCNCC1)=O)(C)C (2S,4R)-1-((S)-3,3-dimethyl-2-(2-(piperidin-4-ylmethoxy)acetamido)butanoyl)-4-hydroxy-N-((S)-1-(4-(4-methylthiazol-5-yl)phenyl)ethyl)pyrrolidine-2-carboxamide